C1=NC=CC2=CC(=CC=C12)N1C(NC2=C1C=CC=C2)=O 1-(isoquinolin-6-yl)-1H-benzo[d]imidazol-2(3H)-one